4-(6-chloro-5-fluoro-indolin-1-yl)-6-(1-methylpyrazolo[4,3-b]pyridin-6-yl)quinoline-3-carbonitrile ClC1=C(C=C2CCN(C2=C1)C1=C(C=NC2=CC=C(C=C12)C=1C=C2C(=NC1)C=NN2C)C#N)F